14,14-diethoxy-1,5-tetradecadien-3-yne C(C)OC(CCCCCCCC=CC#CC=C)OCC